1,3-dimethylpropan-2-yne-1-one CC(C#CC)=O